3-(5-(((S)-1-((5,6-Dimethylpyridin-3-yl)methyl)pyrrolidin-3-yl)oxy)-1-oxoisoindolin-2-yl)piperidine-2,6-dione CC=1C=C(C=NC1C)CN1C[C@H](CC1)OC=1C=C2CN(C(C2=CC1)=O)C1C(NC(CC1)=O)=O